FC=1C=C(C=CC1F)C1=C(N=C(C2=CC3=C(C=C12)C=NN3)OC3CC(C3)C(=O)O)C(C)C 3-[[5-(3,4-difluorophenyl)-6-isopropyl-1H-pyrazolo[4,3-g]isoquinolin-8-yl]oxy]cyclobutanecarboxylic acid